1-(2-(5-(5-(1-(1H-pyrrolo[2,3-b]pyridin-4-yl)ethoxy)-1H-indazol-3-yl)pyridin-2-yl)-2,7-diazaspiro[3.5]nonan-7-yl)-2-hydroxyethan-1-one N1C=CC=2C1=NC=CC2C(C)OC=2C=C1C(=NNC1=CC2)C=2C=CC(=NC2)N2CC1(C2)CCN(CC1)C(CO)=O